3-chloro-5-methyl-pyrazolo[1,5-a]pyrimidin-7-amine ClC=1C=NN2C1N=C(C=C2N)C